Tert-butyl (3-bromo-6-(cyclopropylcarbamoyl)-7-hydroxy-4-isobutyl-5-oxo-4,5-dihydropyrazolo[1,5-a]pyrimidin-2-yl)carbamate BrC=1C(=NN2C1N(C(C(=C2O)C(NC2CC2)=O)=O)CC(C)C)NC(OC(C)(C)C)=O